(Z)-3-((allyloxy)imino)-3-(4-fluorophenyl)propanenitrile C(C=C)O\N=C(\CC#N)/C1=CC=C(C=C1)F